BrC=1C=C(C=2N(C1)C(=NC2)C(=O)OCC)Cl Ethyl 6-bromo-8-chloroimidazo[1,5-a]pyridine-3-carboxylate